6-(piperidin-1-yl)quinolin-2-ol Methyl-2-(2-(2-(2-(2-(prop-2-yn-1-yloxy)ethoxy)ethoxy)ethoxy)phenyl)acetate CC(C(=O)OC1=NC2=CC=C(C=C2C=C1)N1CCCCC1)C1=C(C=CC=C1)OCCOCCOCCOCC#C